Bis-(N,N-diethylaminoethyl)-adipat C(C)N(CC)CCOC(CCCCC(=O)OCCN(CC)CC)=O